C(CC)N1C(N(CC1)CCC)=O 1,3-di(n-propyl)-2-imidazolidinone